CSC1=NN=CC=2N1C=CC2 4-methylsulfanyl-pyrrolo[1,2-d][1,2,4]triazine